OC(=O)C(F)(F)F.NC1=NC2=CC=C(C=C2C=C1C)C(=O)N([C@H](C)C1=NC=CC=C1F)CC1=NC=C(C=C1)S(=O)(=O)C1CC1 (R)-2-amino-N-((5-(cyclopropylsulfonyl)pyridin-2-yl)methyl)-N-(1-(3-fluoropyridin-2-yl)ethyl)-3-methylquinoline-6-carboxamide TFA salt